CC1=CC=C(C=C1)S(=O)(=O)O.N1C=NC(=C1)C(=O)N 1H-imidazole-4-carboxamide p-toluenesulfonate